6-fluoro-furo[3,2-c]quinolin-4(5H)-one FC1=CC=CC=2C3=C(C(NC12)=O)C=CO3